methyl ((2-(3'-(7-cyano-5-(hydroxymethyl) benzo[d]oxazol-2-yl)-2,2'-dimethyl-[1,1'-biphenyl]-3-yl)-6-(difluoromethoxy) benzo[d]oxazol-5-yl) methyl)-L-prolinate C(#N)C1=CC(=CC=2N=C(OC21)C=2C(=C(C=CC2)C2=C(C(=CC=C2)C=2OC1=C(N2)C=C(C(=C1)OC(F)F)CN1[C@@H](CCC1)C(=O)OC)C)C)CO